C(C=CCCCCCCCCCCCCCCC)(=O)OC[C@@H](OC(C=CCCCCCCCCCCCCCCC)=O)COP(=O)(O)OC[C@H](N)C(=O)O 1,2-di-(9Z-octadecenoyl)-sn-glycero-3-phospho-L-serine